O1C(=NCC1)CCCCCCC=1OCCN1 2,2'-hexamethylene-bis(2-oxazoline)